CP(=O)(C1=CC=CC=C1)OCC([C@H](C[C@H]1C(NCC1)=O)NC(OC(C)(C)C)=O)=O tert-butyl ((2S)-4-((methyl(phenyl)phosphoryl)oxy)-3-oxo-1-((S)-2-oxopyrrolidin-3-yl)butan-2-yl)carbamate